BrC1=CC=C(C=C1)/N=N/C=1C=C2C=C(COC2=CC1OC)C(=O)OCC (E)-ethyl 6-((4-bromophenyl)diazenyl)-7-methoxy-2H-chromene-3-carboxylate